(R)-1-(2,5-difluoropyridin-3-yl)ethyl (1-methyl-4-(5-(pyrimidine-5-carboxamido)pyridin-2-yl)-1H-1,2,3-triazol-5-yl)carbamate CN1N=NC(=C1NC(O[C@H](C)C=1C(=NC=C(C1)F)F)=O)C1=NC=C(C=C1)NC(=O)C=1C=NC=NC1